1-(Difluoromethoxy)-6,7-Dihydro-7,14-Methanobenzimidazo[1,2-b][2,5]-Benzodiazocin-5(14H)-One FC(OC1=CC=CC=2C(NC3C=4N(C(C21)C3)C3=C(N4)C=CC=C3)=O)F